2-[[5-(2,4-difluorophenyl)-3-methyl-triazol-4-yl]methyl]-5-[rac-(2r,6s)-2,6-dimethylmorpholin-4-yl]pyridazin-3-one FC1=C(C=CC(=C1)F)C1=C(N(N=N1)C)CN1N=CC(=CC1=O)N1C[C@H](O[C@H](C1)C)C |r|